amino-5-cyano-6-((1-(1-methyl-4-oxo-2-(3-fluorophenyl)-1,4-dihydroquinolin-3-yl)ethyl)amino)pyrimidine NC1=NC(=C(C=N1)C#N)NC(C)C1=C(N(C2=CC=CC=C2C1=O)C)C1=CC(=CC=C1)F